O1CCCC2=CC=CC(=C12)NC1=NC=2N(C(=C1)NCC1=CC=C(C=C1)OC)N=CC2C(=O)O 5-(chroman-8-ylamino)-7-[(4-methoxyphenyl)methyl-amino]pyrazolo[1,5-a]pyrimidine-3-carboxylic acid